BrC=1C=C2CCC(CC2=CC1)NC 6-bromo-N-methyl-1,2,3,4-tetrahydronaphthalen-2-amine